CN1N=CC=C1C1=C(C=CC=C1)C=1C(=NC(=CC1)N)N 3-(2-(1-methyl-1H-pyrazol-5-yl)phenyl)pyridine-2,6-diamine